(1-(tetrahydro-2H-pyran-2-yl)-1H-pyrazol-3-yl)methyl (1-((3-chloro-4-fluorophenyl)carbamoyl)-2-methyl-2,4,5,6-tetrahydrocyclopenta[c]pyrrol-4-yl)carbamate ClC=1C=C(C=CC1F)NC(=O)C=1N(C=C2C1CCC2NC(OCC2=NN(C=C2)C2OCCCC2)=O)C